(2R,4S,4aR,9bS)-2,4-dimethyl-4,4a,5,9b-tetrahydroindeno[1,2-d][1,3]dioxine C[C@@H]1O[C@H]([C@@H]2[C@H](O1)C1=CC=CC=C1C2)C